BrC1=C(C=C2C(=NC(=NC2=C1)C)N[C@H](C)C1=C(C(=CC=C1)C(F)F)F)P(C)(C)=O (R)-(7-bromo-4-((1-(3-(difluoromethyl)-2-fluorophenyl)ethyl)amino)-2-methylquinazolin-6-yl)Dimethylphosphine oxide